C(#N)C1=CC2=C(CN(C[C@H]2C2=C(C=CC=C2)C=2C(=NN(C2)CCC2=CC=NC=C2)C(F)(F)F)C(=O)OC(C)(C)C)S1 tert-Butyl (S)-2-cyano-4-(2-(1-(2-(pyridin-4-yl)ethyl)-3-(trifluoromethyl)-1H-pyrazol-4-yl)phenyl)-4,7-dihydrothieno[2,3-c]pyridine-6(5H)-carboxylate